C1=CSC2=C1C1=C(C=CC=3C=CC=CC13)C=C2 benzonaphtho[1,2-d]thiophene